4-(4-(3-(ethyl(3-phenylpropyl)amino)propyl)phenoxy)butan-1-amine C(C)N(CCCC1=CC=C(OCCCCN)C=C1)CCCC1=CC=CC=C1